[N-](S(=O)(=O)C(F)(F)F)S(=O)(=O)C(F)(F)F.C(CCC)[N+]1=CC(=CC=C1)C butyl-3-methylpyridinium bis(trifluoromethylsulfonyl)imide